SCCC[Si](OCC)(OCC)CC 3-Mercaptopropylethyldiethoxysilan